COCCC=1C=C2C=C(N(C2=C(C1)[N+](=O)[O-])C(=O)OC(C)(C)C)C1=CC=CC=C1 tert-Butyl 5-(2-methoxyethyl)-7-nitro-2-phenyl-1H-indole-1-carboxylate